tri(n-propyl)ammonium (2,2-Dimethyl-1,3-dioxane-5,5-diyl)bis(methylene) bis(trifluoromethanesulfonate) FC(S(=O)(=O)OCC1(COC(OC1)(C)C)COS(=O)(=O)C(F)(F)F)(F)F.C(CC)[NH+](CCC)CCC